O=C1NC(CCC1N1C(N(C2=C1C=CC=C2CN2CCC(CC2)CCC2CCN(CC2)C(=O)OC(C)(C)C)C)=O)=O Tert-butyl 4-[2-[1-[[1-(2,6-dioxo-3-piperidyl)-3-methyl-2-oxo-benzimidazol-4-yl]methyl]-4-piperidyl]ethyl]piperidine-1-carboxylate